3-(difluoromethoxy)azetidine hydrochloride Cl.FC(OC1CNC1)F